FC(C(=O)N1[C@H]2CC(C[C@@H]1CC2)C(=O)O)(C2=C(C=CC(=C2)C(NC2=CC(=C(C=C2)F)C)=O)F)F (1R,3s,5S)-8-(2,2-difluoro-2-(2-fluoro-5-((4-fluoro-3-methylphenyl)carbamoyl)phenyl)acetyl)-8-azabicyclo[3.2.1]octane-3-carboxylic acid